C1(CC1)NC(C1=C(C=C(C(=C1)C=1C=NC(=C(C1)N1C=NN=C1)NC(CO)(C)C)C)F)=O N-cyclopropyl-2-fluoro-5-(6-((1-hydroxy-2-methylpropan-2-yl)amino)-5-(4H-1,2,4-triazol-4-yl)pyridin-3-yl)-4-methylbenzamide